methyl 6-chloro-5-methoxy-3-[(1-methylpyrazol-4-yl)amino]pyrazine-2-carboxylate ClC1=C(N=C(C(=N1)C(=O)OC)NC=1C=NN(C1)C)OC